4-(2-(4-methoxyphenyl)propan-2-yl)thiophen-2-amine COC1=CC=C(C=C1)C(C)(C)C=1C=C(SC1)N